NC=1SC=C(N1)C=1N=NN(C1)[C@@H]1[C@H]([C@@H](SC=2C=NC=CC2)O[C@@H]([C@@H]1O)CO)OC pyridin-3-yl 3-[4-(2-aminothiazol-4-yl)-1H-1,2,3-triazol-1-yl]-3-deoxy-2-O-methyl-1-thio-α-D-galactopyranoside